C(CCCCCCC)Br n-Octylbromid